O1C(=NN=C1)C=1C=CC(=NC1)COC=1C=C(C(=O)NC2=CC=CC=C2)C=CC1 3-((5-(1,3,4-oxadiazol-2-yl)pyridin-2-yl)methoxy)-N-phenylbenzamide